4-(5-Cyclopropylpyrazin-2-yl)piperazine-1-carboxylate C1(CC1)C=1N=CC(=NC1)N1CCN(CC1)C(=O)[O-]